(4-{[2-(4-chlorophenyl)imidazo[1,2-a]pyridine-3-yl]methyl}piperazin-1-yl)(tetrahydrofuran-2-yl)methanone ClC1=CC=C(C=C1)C=1N=C2N(C=CC=C2)C1CN1CCN(CC1)C(=O)C1OCCC1